C1(CC1)C=1C=NN2C1N=C(C=C2NCC2=CC=C(C=C2)C=2N=CSC2)NC[C@@H]2[C@H](CNCC2)O (3R,4R)-4-(((3-cyclopropyl-7-((4-(thiazol-4-yl)benzyl)amino)pyrazolo[1,5-a]pyrimidin-5-yl)amino)methyl)piperidin-3-ol